3-bromocinnamic acid BrC=1C=C(C=CC(=O)O)C=CC1